1,6-diisobutoxyhexane C(C(C)C)OCCCCCCOCC(C)C